[6-[(5-cyclopropyl-2-methyl-pyrazol-3-yl)methyl]-2,6-diazaspiro[3.3]heptan-2-yl]-[6-(3-cyclopropyl-1H-1,2,4-triazol-5-yl)-2-azaspiro[3.3]heptan-2-yl]methanone C1(CC1)C=1C=C(N(N1)C)CN1CC2(CN(C2)C(=O)N2CC3(C2)CC(C3)C3=NC(=NN3)C3CC3)C1